ClC1=NN(C2=NC(=NC=C21)Cl)C(C(C([2H])([2H])OC2=NN(C(=C2[N+](=O)[O-])C([2H])([2H])[2H])C2CCOCC2)([2H])[2H])([2H])[2H] 3,6-dichloro-1-(3-((5-(methyl-d3)-4-nitro(tetrahydro-2H-pyran-4-yl)-1H-pyrazol-3-yl)oxy)propyl-1,1,2,2,3,3-d6)-1H-pyrazolo[3,4-d]pyrimidine